4-methyl-4-[methyl-(2-phenoxycyclopentyl)amino]pent-2-ynethioic acid S-methyl ester CSC(C#CC(C)(N(C1C(CCC1)OC1=CC=CC=C1)C)C)=O